(E)-2-(methylsulfonyl)-4-((2-(2-((4-(trifluoromethyl)phenyl)amino)pyrimidin-4-yl)phenyl)diazenyl)phenol CS(=O)(=O)C1=C(C=CC(=C1)\N=N\C1=C(C=CC=C1)C1=NC(=NC=C1)NC1=CC=C(C=C1)C(F)(F)F)O